3-(Ra)-(2,3-dichlorophenyl)-2,5-dimethylpyrimidin-4(3H)-one ClC1=C(C=CC=C1Cl)N1C(=NC=C(C1=O)C)C